BrC1=C(C=C(C(=O)N2[C@@H](CC(=C(C2)O)C(=O)OCC)C)C=C1)C(F)(F)F ethyl (2R)-1-[4-bromo-3-(trifluoromethyl)benzoyl]-5-hydroxy-2-methyl-3,6-dihydro-2H-pyridine-4-carboxylate